ClC1=CC=C(C=C1)C1OC(=C(C1=O)OS(=O)(=O)CC1=C(C=CC=C1)F)N 2-(4-chlorophenyl)-4-[[2-fluorophenylmethylsulfonyl]oxy]-5-amino-3(2H)-furanone